(3-fluoro-phenyl)dimethyl-silicon FC=1C=C(C=CC1)[Si](C)C